1-(1-methyl-9-propyl-1,3,4,9-tetrahydro-2H-pyrido[3,4-b]indol-2-yl)ethan-1-one CC1N(CCC2=C1N(C1=CC=CC=C21)CCC)C(C)=O